tert-butyl (trans-4-((benzylcarbamoyl)(5-bromopyrimidin-2-yl)amino)cyclohexyl)carbamate C(C1=CC=CC=C1)NC(=O)N([C@@H]1CC[C@H](CC1)NC(OC(C)(C)C)=O)C1=NC=C(C=N1)Br